(2S,4R)-4-fluoro-1-[2-(3-fluoro-4-methoxyphenyl)acetyl]-N-[(S)-phenyl[4-(propan-2-yl)phenyl]methyl]pyrrolidine-2-carboxamide F[C@@H]1C[C@H](N(C1)C(CC1=CC(=C(C=C1)OC)F)=O)C(=O)N[C@H](C1=CC=C(C=C1)C(C)C)C1=CC=CC=C1